[Ru].C1=CCCC=CCC1 cycloocta-1,5-diene ruthenium